N-(5-((1s,3r)-3-((4-isopropylpyridazin-3-yl)oxy)cyclopentyl)-1H-pyrazol-3-yl)-2-(3-methylisoxazol-5-yl)acetamide C(C)(C)C1=C(N=NC=C1)O[C@H]1C[C@H](CC1)C1=CC(=NN1)NC(CC1=CC(=NO1)C)=O